ClC1=CC=C(C=C1C1=C(C(=CC=C1C#N)OCCOC1OCCCC1)F)C(CNC([O-])=O)C1=CC=CC=C1 (2-(6-chloro-6'-cyano-2'-fluoro-3'-(2-((tetrahydro-2H-pyran-2-yl)oxy)ethoxy)-[1,1'-biphenyl]-3-yl)-2-phenylethyl)carbamate